C(N)(=O)[C@H]1N2C(N([C@H](CC1)C2)OS(=O)(=O)OCC(C(=O)OCCC)(C)C)=O propyl 3-(((((1R,2S,5R)-2-carbamoyl-7-oxo-1,6-diazabicyclo[3.2.1]octan-6-yl)oxy)sulfonyl)oxy)-2,2-dimethylpropanoate